C(C1=CC=CC=C1)[C@@H](C(NCC(=O)N[C@H]1CO[C@H]2[C@@H]1OC[C@@H]2NC(OC(C)(C)C)=O)=O)NC(CNC(CNC(CCN2C(C=CC2=O)=O)=O)=O)=O tert-butyl ((3S,3aR,6S,6aR)-6-((S)-5-benzyl-15-(2,5-dioxo-2,5-dihydro-1H-pyrrol-1-yl)-4,7,10,13-tetraoxo-3,6,9,12-tetraazapentadecanamido)hexahydrofuro[3,2-b]furan-3-yl)carbamate